(2RS)-N-(4-(6-fluoro-3-(pyridin-2-yl)-1H-pyrrolo[3,2-b]pyridin-2-yl)pyridin-2-yl)-2-(4-fluorophenyl)-3-hydroxypropanamide FC=1C=C2C(=NC1)C(=C(N2)C2=CC(=NC=C2)NC([C@@H](CO)C2=CC=C(C=C2)F)=O)C2=NC=CC=C2 |r|